acryloyloxyhexadecyl dihydrogen thiophosphate P(=S)(OCCCCCCCCCCCCCCCCOC(C=C)=O)(O)O